C(C1=CC=CC=C1)NC1=C(C=NC(=C1)Cl)CO (4-(benzylamino)-6-chloropyridin-3-yl)methanol